(S)-2-((tert-butoxycarbonyl)amino)-3-((S)-2-oxopiperidin-3-yl)propionic acid methyl ester COC([C@H](C[C@H]1C(NCCC1)=O)NC(=O)OC(C)(C)C)=O